CN1N=CC(=C(C1=O)C)N[C@@H]1C[C@@H](CN(C1)C)C1=CC=C(C(=O)N2CCC3(CC2)CCC(CC3)C3=CC=C(C=C3)C3C(NC(CC3)=O)=O)C=C1 3-[4-[3-[4-[(3R,5R)-5-[(1,5-dimethyl-6-oxo-pyridazin-4-yl)amino]-1-methyl-3-piperidyl]benzoyl]-3-azaspiro[5.5]undecan-9-yl]phenyl]piperidine-2,6-dione